CN1CCC(CC1)CCC1=CC=C(CNC=2C=C3C=CN=C(C3=CC2)NC(OC(C)(C)C)=O)C=C1 Tert-butyl (6-((4-(2-(1-methylpiperidin-4-yl)ethyl)benzyl)amino)isoquinolin-1-yl)carbamate